C1(CC1)CCN(C1=C2CN(C(C2=CC=C1)=O)C1C(NC(CC1)=O)=O)C1CCC(CC1)NCCCC(F)(F)F 3-(4-((2-cyclopropylethyl)((1s,4s)-4-((4,4,4-trifluorobutyl)amino)cyclohexyl)amino)-1-oxoisoindolin-2-yl)piperidine-2,6-dione